C(C)(SCCN1N=CC(=C1)C1=CC(=CC=C1)NC(C)=O)=O S-(2-(4-(3-acetamidophenyl)-1H-pyrazol-1-yl)ethyl) ethanethioate